C(C)N(C1=CC(=CC=C1)C)CCO 2-(N-ethyl-3-methylanilino)ethanol